C1CCC(CC1)NC(=S)N/N=C/C2=CC=CC=C2O 2-(4-Cyclohexylthiosemicarbazono)methyl-phenol